1-(9Z-tetradecenoyl)-2-(4Z,7Z,10Z,13Z,16Z,19Z-docosahexaenoyl)-glycero-3-phosphocholine CCCC/C=C\CCCCCCCC(=O)OC[C@H](COP(=O)([O-])OCC[N+](C)(C)C)OC(=O)CC/C=C\C/C=C\C/C=C\C/C=C\C/C=C\C/C=C\CC